(S)-N-(2-chloro-6-fluorophenyl)-4-(1-ethyl-5-(hydroxymethyl)-1H-1,2,4-triazol-3-yl)-5-fluoro-2-((1,1,1-trifluoropropan-2-yl)oxy)benzamide ClC1=C(C(=CC=C1)F)NC(C1=C(C=C(C(=C1)F)C1=NN(C(=N1)CO)CC)O[C@H](C(F)(F)F)C)=O